6-ethyl-1-dodecene C(C)C(CCCC=C)CCCCCC